2-(1-((tert-butyldimethylsilyl)oxy)ethyl)-4-(4-((S)-1-((5-(2,4-difluorophenoxy)pyrazin-2-yl)amino)-1-oxopropan-2-yl)-2,2-dimethylpiperazine-1-carbonyl)pyridine 1-oxide [Si](C)(C)(C(C)(C)C)OC(C)C1=[N+](C=CC(=C1)C(=O)N1C(CN(CC1)[C@H](C(=O)NC1=NC=C(N=C1)OC1=C(C=C(C=C1)F)F)C)(C)C)[O-]